di-(3,4-dimethylbenzylidene)sorbitol CC=1C=C(C=C([C@H]([C@H]([C@@H]([C@H](C(O)=CC2=CC(=C(C=C2)C)C)O)O)O)O)O)C=CC1C